ClC(C(=O)N1C(OC(C1)C)(C)C)Cl 2,2-dichloro-1-(2,2,5-trimethyl-3-oxazolidinyl)-ethanone